1-(11Z,14Z-eicosadienoyl)-2-(9Z,12Z-heptadecadienoyl)-glycero-3-phosphocholine CCCCC/C=C\C/C=C\CCCCCCCCCC(=O)OC[C@H](COP(=O)([O-])OCC[N+](C)(C)C)OC(=O)CCCCCCC/C=C\C/C=C\CCCC